BrC(CO)(CO)CC 2-bromo-2-ethyl-1,3-propanediol